(R)-4-(6-(6-chloroquinazolin-4-yl)-8-methyl-5,6,7,8-tetrahydro-1,6-naphthyridin-3-yl)morpholine ClC=1C=C2C(=NC=NC2=CC1)N1CC=2C=C(C=NC2[C@@H](C1)C)N1CCOCC1